O1CCOC2=C1C=CC=C2C2=CC=C(C(=N2)OC)NC2=CC=C(CNCC1CC(NC1)=O)C=C2 4-({4-[6-(2,3-Dihydro-benzo[1,4]dioxin-5-yl)-2-methoxy-pyridin-3-ylamino]-benzylamino}-methyl)-pyrrolidin-2-one